N1=NC(=NN=C1C1=CC=C(C=C1)CN(CCO)CC(=O)OC(C)(C)C)C1=CC=C(C=C1)CN(CCO)CC(=O)OC(C)(C)C di-tert-butyl 2,2'-((((1,2,4,5-tetrazine-3,6-diyl)bis(4,1-phenylene))bis(methylene))bis((2-hydroxyethyl)azanediyl))diacetate